C(C1=CC=CC=C1)OC1=C(C=C(C=C1)[C@H](CBr)O)[N+](=O)[O-] (R)-1-(4'-benzyloxy-3'-nitrophenyl)-2-bromoethanol